N-[5-[[5-(2,2-Difluoropropoxy)pyrazin-2-yl]carbamoyl]-4-fluoro-2-methylphenyl]-2-methyl-1,3-thiazole-5-carboxamide FC(COC=1N=CC(=NC1)NC(=O)C=1C(=CC(=C(C1)NC(=O)C1=CN=C(S1)C)C)F)(C)F